N-(4-cyano-2,6-dimethylbenzoyl)-O-(cis-3-(2-(5,6,7,8-tetrahydro-1,8-naphthyridin-2-yl)ethyl)cyclobutyl)homoserine C(#N)C1=CC(=C(C(=O)N[C@@H](CCO[C@@H]2C[C@@H](C2)CCC2=NC=3NCCCC3C=C2)C(=O)O)C(=C1)C)C